NC1=C2C(=NC=N1)N(N=C2C2=CC=C(CNC(C1=C(C=CC(=C1)F)OC)=O)C=C2)C2CNC2 N-(4-(4-amino-1-(azetidin-3-yl)-1H-pyrazolo[3,4-d]pyrimidin-3-yl)benzyl)-5-fluoro-2-methoxybenzamide